4'-ethynyladenosine C(#C)[C@]1([C@H]([C@H]([C@@H](O1)N1C=NC=2C(N)=NC=NC12)O)O)CO